ClC=1C(=NC(=NC1)N1CCN(CC1)CC)N1CC(C1)C(=O)NC(C)(C)C1=CN=C2N1C=CC=C2 1-[5-chloro-2-(4-ethylpiperazin-1-yl)pyrimidin-4-yl]-N-(2-{imidazo[1,2-a]pyridin-3-yl}propan-2-yl)azetidine-3-carboxamide